ClC1=C(C=CC=C1C=1N=C(C(=NC1)C=O)C=C)C1=C(C(=CC=C1)C=1N=C(C(=NC1)C=O)C=C)Cl 5,5'-(2,2'-dichloro-[1,1'-biphenyl]-3,3'-diyl)bis(3-vinylpyrazine-2-carbaldehyde)